C(C)(C)(C)OC(=O)N1N=CC(=C1)CC1=NC(=CC=C1)F 4-((6-Fluoropyridin-2-yl)methyl)-1H-pyrazole-1-carboxylic acid tert-butyl ester